tert-butyl 4-[4-(3,4-dimethoxy-phenyl)-pyrimidin-2-yl]-piperazine-1-carboxylate COC=1C=C(C=CC1OC)C1=NC(=NC=C1)N1CCN(CC1)C(=O)OC(C)(C)C